(4-cyano-cyclohexylmethyl)-carbamic acid tert-butyl ester C(C)(C)(C)OC(NCC1CCC(CC1)C#N)=O